(R)-1-(3,3-difluoro-2,3-dihydrobenzofuran-7-yl)ethan-1-aminium chloride [Cl-].FC1(COC2=C1C=CC=C2[C@@H](C)[NH3+])F